(S)-1'-(7-methyl-8-(2-(trifluoromethyl)pyridin-3-yl)imidazo[1,2-c]pyrimidin-5-yl)-1,3-dihydrospiro[inden-2,4'-piperidin]-1-amine CC1=C(C=2N(C(=N1)N1CCC3(CC1)[C@@H](C1=CC=CC=C1C3)N)C=CN2)C=2C(=NC=CC2)C(F)(F)F